tert-butyl-5-bromopyridine deoxycytidine-3'-phosphate P(=O)(O)(O)O[C@H]1C[C@@H](O[C@@H]1CO)N1C(=O)N=C(N)C=C1.C(C)(C)(C)C1=NC=C(C=C1)Br